2-([1,1'-biphenyl]-4-yl)-4-chloro-6-(7-(phenyl-d5)dibenzo[b,d]furan-2-yl)-1,3,5-triazine C1(=CC=C(C=C1)C1=NC(=NC(=N1)Cl)C1=CC2=C(OC3=C2C=CC(=C3)C3=C(C(=C(C(=C3[2H])[2H])[2H])[2H])[2H])C=C1)C1=CC=CC=C1